2-[(2-chlorophenyl)methyl]-4,4-dimethyl-3-isoxazolone ClC1=C(C=CC=C1)CN1OCC(C1=O)(C)C